C1(CCCCC1)C(C1C(NC(N1)=O)=O)C1CCCCC1 5-(dicyclohexylmethyl)imidazolidine-2,4-dione